1,2,3,4-tetrabromo-5,6-di(hexyloxy)benzene BrC1=C(C(=C(C(=C1OCCCCCC)OCCCCCC)Br)Br)Br